CN1C=NC=C1C1=CC(=NC2=C(N=CC=C12)C1=CC=NN1C1OCCCC1)N1[C@@H](COCC1)C 4-(1-methyl-1H-imidazol-5-yl)-2-[(3R)-3-methylmorpholin-4-yl]-8-[1-(tetrahydro-2H-pyran-2-yl)-1H-pyrazol-5-yl]-1,7-naphthyridine